isobutyl-di(non-8-en-1-yl)aluminum C(C(C)C)[Al](CCCCCCCC=C)CCCCCCCC=C